C(C)(C)(C)C1=CC=2N(N=C1OCC1=NC=C(C(=O)NCCOC)C=C1)C(=NN2)C2=NOC(=C2)C 6-[7-tert-butyl-3-(5-methylisoxazol-3-yl)-[1,2,4]triazolo[4,3-b]pyridazin-6-yloxymethyl]-N-(2-methoxy-ethyl)-nicotinamide